COC1=C(C(=CC(=C1)[C@H]1C2=CC3=C(OCO3)C=C2CC2=C1C(OC2)=O)OC)OC(CC)=O Propionic acid (5S)-2,6-dimethoxy-4-(6-oxo-5,6,8,9-tetrahydrofuro[3',4':6,7]naphtho[2,3-d][1,3]dioxol-5-yl)-phenyl ester